CC1CC=C(CC1)C=O p-Methyl-cyclohexeneformaldehyde